C(C1=CC=CC=C1)OC1CC(C1)OC1=CC=C(C(=O)OC(C)(C)C)C=C1 tert-butyl 4-(3-benzyloxycyclobutoxy)benzoate